C(C1=CC=CC=C1)N(CCOC1CCC(CC1)O)CC1=CC=CC=C1 (1r,4r)-4-(2-(Dibenzylamino)ethoxy)cyclohexanol